O1OOOON1 pentoxazine